BrC=1C(=CC2=C(NN=N2)C1)F 6-bromo-5-fluoro-1H-benzo[d][1,2,3]triazole